(diisopropoxyamino)triethoxysilane C(C)(C)ON(OC(C)C)[Si](OCC)(OCC)OCC